Dimethylsiliran C[Si]1(CC1)C